3-(2,4-dimethyl-5-nitrophenyl)-1-oxa-2-azaspiro[4.5]dec-2-ene CC1=C(C=C(C(=C1)C)[N+](=O)[O-])C1=NOC2(C1)CCCCC2